(6R,12R)-6,12-dimethyl-18-(oxan-2-yl)-9,13-dioxa-4,5,18,19-tetraazatetracyclo[12.5.2.12,5.017,20]docosa-1(19),2(22),3,14(21),15,17(20)-hexaene C[C@H]1N2N=CC(C3=NN(C=4C=CC(O[C@@H](CCOCC1)C)=CC34)C3OCCCC3)=C2